potassium thioacetate C(C)(=S)[O-].[K+]